OC1=CC=C(C=C1)C(=C(CC)C1=CC=CC=C1)C1=CC=C(C=C1)N1CCN(CC1)CC1=C(C=CC=C1)NC1C(NC(CC1)=O)=O 3-((2-((4-(4-(1-(4-hydroxyphenyl)-2-phenylbut-1-en-1-yl)phenyl)piperazin-1-yl)methyl)phenyl)amino)piperidine-2,6-dione